CC1(OCCC(O1)C(CC(=O)C1=CC=CC=C1)C)CCC1=CC=CC=C1 3-(2-methyl-2-phenethyl-1,3-dioxan-4-yl)-1-phenylbutan-1-one